C(=O)(OC(C)(C)C)N1CCC1 Boc-azetidine